CC1=NN(C(C=C1OS(=O)(=O)C(F)(F)F)=O)C1=C(C(=CC=C1)C(N(C)C)=O)F methyl-1-[3-(dimethylcarbamoyl)-2-fluoro-phenyl]-6-oxo-4-(trifluoromethylsulfonyloxy)pyridazine